[C@@H]12CN(CC[C@@H](CC1)N2)C2=NC(=NC1=C(C(=CC=C21)C2=C(C(=CC(=N2)N)C)C(F)(F)F)F)OCC21CCCN1CC(C2)(F)F 6-{4-[(1S,6R)-3,9-diazabicyclo[4.2.1]nonan-3-yl]-2-[(2,2-difluoro-hexahydro-1H-pyrrolizin-7a-yl)methoxy]-8-fluoroquinazolin-7-yl}-4-methyl-5-(trifluoromethyl)pyridin-2-amine